2-methyl-3-Ethyl-3,5-heptanediol dibenzoate C(C1=CC=CC=C1)(=O)OC(C(C)C)(CC(CC)OC(C1=CC=CC=C1)=O)CC